1-(2,6-difluorobenzyl)-3-(6-(difluoromethoxy)pyridin-2-yl)-5-((dimethylamino)methyl)-6-(4-nitrophenyl)thieno[2,3-d]pyrimidine-2,4(1H,3H)-dione FC1=C(CN2C(N(C(C3=C2SC(=C3CN(C)C)C3=CC=C(C=C3)[N+](=O)[O-])=O)C3=NC(=CC=C3)OC(F)F)=O)C(=CC=C1)F